tert-butyl (1-(3-((4-bromopyridin-2-yl)oxy)propyl)cyclopropyl)carbamate BrC1=CC(=NC=C1)OCCCC1(CC1)NC(OC(C)(C)C)=O